CN(C=1C=C(C=CC1)C1=COC=2C1=NC=C(C2)C2=CC=C(C=C2)N2CCN(CC2)C(=O)OC(C)(C)C)C tert-butyl 4-(4-(3-(3-(dimethylamino)phenyl)furo[3,2-b]pyridin-6-yl)phenyl)piperazine-1-carboxylate